4-(3-((1r,3s,4s)-2-acryloyl-2-azabicyclo[2.2.1]heptan-3-yl)-8-aminoimidazo[1,5-a]pyrazin-1-yl)-N-(pyridin-2-yl)benzamide citrate C(CC(O)(C(=O)O)CC(=O)O)(=O)O.C(C=C)(=O)N1[C@@H]2CC[C@H]([C@H]1C1=NC(=C3N1C=CN=C3N)C3=CC=C(C(=O)NC1=NC=CC=C1)C=C3)C2